1-Benzyl 4-tert-butyl 2-((((1-(ethoxycarbonyl)cyclobutyl)-methyl)amino)methyl)piperazine-1,4-dicarboxylate C(C)OC(=O)C1(CCC1)CNCC1N(CCN(C1)C(=O)OC(C)(C)C)C(=O)OCC1=CC=CC=C1